F[B-](F)(F)F.F[S+](N1CCOCC1)F difluoro(morpholino)sulfonium tetrafluoroborate